1-(2-Fluoro-4-((4-(1-(4-((1S,2R)-6-hydroxy-2-phenyl-1,2,3,4-tetrahydronaphthalen-1-yl)phenyl)piperidin-4-yl)piperazin-1-yl)methyl)phenyl)dihydropyrimidine-2,4(1H,3H)-dione FC1=C(C=CC(=C1)CN1CCN(CC1)C1CCN(CC1)C1=CC=C(C=C1)[C@@H]1[C@@H](CCC2=CC(=CC=C12)O)C1=CC=CC=C1)N1C(NC(CC1)=O)=O